C(C)(C)N1C(=NN=C1)C1=CC=CC(=N1)N1C(N(CC1)C1=CC(=C(C=C1)S(=O)(=O)C)C)=O 1-(6-(4-isopropyl-4H-1,2,4-triazol-3-yl)pyridin-2-yl)-3-(3-methyl-4-(methylsulfonyl)phenyl)imidazolidin-2-one